O1C(OCC1)CC[C@]1(CCC=2N(C3=CC=CC=C3C2C1=O)S(=O)(=O)C)C#N (R)-3-(2-(1,3-Dioxolan-2-yl)ethyl)-9-(methylsulfonyl)-4-oxo-2,3,4,9-tetrahydro-1H-carbazole-3-carbonitrile